N-(2-isopropoxyethyl)pyrazine-2-carboxamide C(C)(C)OCCNC(=O)C1=NC=CN=C1